ClC1=C2C=NNC2=CC=C1NC1=NN=C(O1)C=1C=C(C(N(C1)C)=O)NC(=O)C=1C=NN(C1)C N-[5-[5-[(4-chloro-1H-indazol-5-yl)amino]-1,3,4-oxadiazol-2-yl]-1-methyl-2-oxo-3-pyridyl]-1-methyl-pyrazole-4-carboxamide